1-cyclopropyl-3-({[(3S)-1-(6-cyclopropylpyridin-3-yl)piperidin-3-yl][(2-methylpyridin-4-yl)methyl]amino}methyl)-6-fluoro-7-(2-hydroxyethoxy)-1,4-dihydroquinolin-4-one C1(CC1)N1C=C(C(C2=CC(=C(C=C12)OCCO)F)=O)CN(CC1=CC(=NC=C1)C)[C@@H]1CN(CCC1)C=1C=NC(=CC1)C1CC1